4-[2-[4-[4-[(2,6-Dioxopiperidin-3-yl)amino]phenyl]piperazin-1-yl]acetyl]piperazin O=C1NC(CCC1NC1=CC=C(C=C1)N1CCN(CC1)CC(=O)N1CCNCC1)=O